lithium carbon-dioxide C(=O)=O.[Li]